O=C1NCC2N1CCN(C2)C(=O)[O-] 3-oxohexahydroimidazo[1,5-a]pyrazine-7(1H)-carboxylate